C(C)(=O)NC=1N=C2N(N=C(C=C2)C=2C=C(C(=NC2)OC)C(=O)NCC2=C(C=CC=C2)OCC(C)C)C1 5-{2-acetamidoimidazo[1,2-b]pyridazin-6-yl}-2-methoxy-N-{[2-(2-methylpropyloxy)phenyl]methyl}pyridine-3-carboxamide